6'-bromo-1'-methylspiro[cyclobutane-1,3'-indol]-2'-one BrC1=CC=C2C3(C(N(C2=C1)C)=O)CCC3